COC=1C=C(CNS(=O)(=O)C2=CC=C(C=C2)NC(=O)NCC2=CC=NC=C2)C=CC1 N-(3-methoxybenzyl)-4-(3-(pyridin-4-ylmethyl)ureido)benzenesulfonamide